Nitroacetate [N+](=O)([O-])CC(=O)[O-]